1-(1H-benzo[d]imidazol-5-yl)imidazolidin-2-one N1C=NC2=C1C=CC(=C2)N2C(NCC2)=O